BrC1=C2C(=C3C(=NC(=NC3=C1F)SC)N1C[C@H]3CC[C@@H](C1)N3C(=O)OC(C)(C)C)OCO2 tert-butyl (1R,5S)-3-(4-bromo-5-fluoro-7-(methylthio)-[1,3]dioxolo[4,5-f]quinazolin-9-yl)-3,8-diazabicyclo[3.2.1]octane-8-carboxylate